2,6-difluoro-3,5-dimethoxyphenyl-(2-(4-(4-ethylpiperazin-1-yl)-2-nitrophenylamino)furo[3,2-d]pyridin-6-yl)methanone FC1=C(C(=C(C=C1OC)OC)F)C(=O)N1C=CC=2C(=C1)OC(C2)NC2=C(C=C(C=C2)N2CCN(CC2)CC)[N+](=O)[O-]